The molecule is a member of chromanes and a thiazolidinone. It has a role as a hypoglycemic agent, an antioxidant, a vasodilator agent, an anticonvulsant, an anticoagulant, a platelet aggregation inhibitor and an antineoplastic agent. CC1=C(C2=C(CCC(O2)(C)COC3=CC=C(C=C3)CC4C(=O)NC(=O)S4)C(=C1O)C)C